NC1=NNC2=CC=CC(=C12)C=1C=C2C=CC=C(C2=CC1)C(=O)NC1=CC=C(C=C1)F 6-(3-amino-1H-indazol-4-yl)-N-(4-fluorophenyl)-1-naphthamide